2,3-dihydrobenzo[1,4]dioxol O1C2=C(OC1)C=CC=C2